t-butyl (1R,5S)-2-(((7-chloro-1-(2,4-dimethoxybenzyl)-2,4-dioxa-1,2,3,4-tetrahydropyrido[4,3-d]pyrimidine-5-yl)oxy)methyl)-3,8-diazabicyclo[3.2.1]octane-8-carboxylate ClC1=CC=2N(ONOC2C(=N1)OCC1[C@H]2CC[C@@H](CN1)N2C(=O)OC(C)(C)C)CC2=C(C=C(C=C2)OC)OC